O[C@@H]1[C@H](N)[C@@H](O)[C@@H](O)[C@H](O1)CO α-D-galactosamine